N-[(1-Methyl-4-piperidinyl)methyl]-3-[3-(trifluoromethoxy)phenyl]-Imidazo[1,2-b]pyridazin-6-amine sulfate S(=O)(=O)(O)O.CN1CCC(CC1)CNC=1C=CC=2N(N1)C(=CN2)C2=CC(=CC=C2)OC(F)(F)F